sodium ascorbate phosphate salt P(=O)([O-])(O)O.O=C1C(O)=C(O)[C@H](O1)[C@@H](O)CO.[Na+]